FC1(CC(C1)(C)CN1N=C(C(=C1C(=O)OC)I)C1C(C1)F)F methyl 1-((3,3-difluoro-1-methylcyclobutyl)methyl)-3-(2-fluorocyclopropyl)-4-iodo-1H-pyrazole-5-carboxylate